NC=1C(=C(C(=O)O)C=C(C1)N)CCCCCCCCOC1=CC=C(C=C1)\C=C\C(C1=CC=C(C=C1)C1=CC=C(C=C1)CCC)=O 3,5-Diamino-2-[8-[4-[(E)-3-oxo-3-[4-(4-propylphenyl)phenyl]prop-1-enyl]phenoxy]octyl]benzoic acid